CC1=CC=C(C=C1)S(=O)(=O)OCCCCCN(C(=O)OC(C)(C)C)C1=CC2=C(N=C(S2)C2=CC=C(C=C2)C=2C=NC(=CC2)N(C)C)C=C1 5-[[2-[4-[6-(dimethylamino)pyridin-3-yl]phenyl]-1,3-benzothiazol-6-yl]-[(2-methylpropan-2-yl)oxycarbonyl]amino]pentyl 4-methylbenzenesulfonate